C(C)(C)(C)NC1=NC=C(C(=N1)NCCC(C)NC(OC(C)(C)C)=O)[N+](=O)[O-] tert-Butyl (4-((2-(tert-butylamino)-5-nitropyrimidin-4-yl)amino)butan-2-yl)carbamate